C(C)N1N=CC=C1C(=O)N[C@H](C=1N=C2N(N=CC(=C2)CC2(C(NC[C@@H](C2)C(F)(F)F)=O)C(=O)O)C1)C1CCC(CC1)C (5R)-3-((2-((S)-(1-ethyl-1H-pyrazole-5-carboxamido)((1r,4S)-4-methylcyclohexyl)methyl)imidazo[1,2-b]pyridazin-7-yl)methyl)-2-oxo-5-(trifluoromethyl)piperidine-3-carboxylic acid